ClC=1C2=C(N=CN1)N(C=C2)[C@@H]2C[C@@H]([C@@H]1[C@H]2OC(O1)(C)C)C(=O)O (3aR,4S,6R,6aS)-6-(4-chloro-7H-pyrrolo[2,3-d]pyrimidin-7-yl)-2,2-dimethyltetrahydro-4H-cyclopenta[d][1,3]dioxole-4-carboxylic acid